NCC(CC1=C2C=CNC2=CC(=C1OC=1C=CC(=C(C1)C1=NN(C=C1)C(CCCCC(C(=O)O)(C)C)C1=CC(=CC=C1)Br)F)F)O 7-(3-(5-((4-(3-Amino-2-hydroxypropyl)-6-fluoro-1H-indol-5-yl)oxy)-2-fluorophenyl)-1H-pyrazol-1-yl)-7-(3-bromophenyl)-2,2-dimethylheptanoic acid